N-[2-(aminomethyl)-3-nitrophenyl]-1-methylpiperidin-4-amine NCC1=C(C=CC=C1[N+](=O)[O-])NC1CCN(CC1)C